CC1(OB(OC1(C)C)C=1C=CC=C2C=CC=NC12)C 8-(4,4,5,5-tetramethyl-1,3,2-dioxaborolan-2-yl)quinoline